C(C)(C)(C)OC(=O)N1C[C@H](CC1)C(NC=1SC2=C(N1)C=C(C=C2)C=2C(=NNC2C)C)=O (S)-3-((5-(3,5-dimethyl-1H-pyrazol-4-yl)benzo[d]thiazol-2-yl)carbamoyl)pyrrolidine-1-carboxylic acid tert-butyl ester